CC1=CC(=C(C2=CC=C(C=C2)N)C3=CC=C(C=C3)N)C=CC1=N.Cl The molecule is a hydrochloride that is the monohydrochloride of 4-[(4-aminophenyl)(4-iminocyclohexa-2,5-dien-1-ylidene)methyl]-2-methylaniline. One of the major constituents of Basic fuchsin, together with pararosanilin, magenta II and new fuchsin. It has a role as a fluorochrome, a histological dye and a carcinogenic agent. It contains a rosanilin(1+).